2-fluoro-4-(6-(3-fluoro-4-methoxyphenyl)-1-methyl-2-(piperazin-1-yl)-1H-imidazo[4,5-b]pyrazin-5-yl)benzonitrile FC1=C(C#N)C=CC(=C1)C=1N=C2C(=NC1C1=CC(=C(C=C1)OC)F)N(C(=N2)N2CCNCC2)C